NC1=C(C=2C=NC=3C=CC=NC3C2N1C1=C(C(=CC=C1C)OC)C)C(=O)N 2-amino-1-(3-methoxy-2,6-dimethylphenyl)-1H-pyrrolo[3,2-c][1,5]naphthyridine-3-carboxamide